1,1,3,3-tetrafluoro-3-iodo-1-propene FC(=CC(I)(F)F)F